C=CC=CCC(CCCCC)OC(C(C)(C)C)=O 6-undecadienyl-trimethylacetate